OCCC1=NN(C2N=CC=C(C21)C(=O)O)CC2=CC=C(C=C2)OC 3-(2-Hydroxyethyl)-1-(4-methoxybenzyl)-3a,7a-dihydro-1H-pyrazolo[3,4-b]pyridine-4-carboxylic acid